N=1C=C(N2C1C=CC=C2)C(=O)N2CC1=C(CC2)C(=CS1)C(=O)NC1=CC(=CC=C1)OC(F)(F)F 6-(imidazo[1,2-a]pyridine-3-carbonyl)-N-(3-(trifluoro-methoxy)phenyl)-4,5,6,7-tetrahydrothieno[2,3-c]pyridine-3-carboxamide